5-fluoro-3-indolecarboxylic acid FC=1C=C2C(=CNC2=CC1)C(=O)O